(S,E)-4-(4-(4-(dimethylamino)but-2-enamido)phenyl)-N-(1-methyl-1H-pyrrolo[2,3-c]pyridin-7-yl)-N-(piperidin-3-yl)piperidine-1-carboxamide trifluoroacetic acid salt FC(C(=O)O)(F)F.CN(C/C=C/C(=O)NC1=CC=C(C=C1)C1CCN(CC1)C(=O)N([C@@H]1CNCCC1)C=1N=CC=C2C1N(C=C2)C)C